2-(4-Ethylphenyl)-6,6-dimethyl-3a,6,7,12b-tetrahydro-1H,5H-pyrazolo[1,2-a]pyrrolo[3,4-c]cinnoline-1,3,5(2H)-trione C(C)C1=CC=C(C=C1)N1C(C2N3N(C=4C=CC=CC4C2C1=O)CC(C3=O)(C)C)=O